hafnium tetra(dimethylamine) CNC.CNC.CNC.CNC.[Hf]